ClC=1C=C(C=C2C(N(C=NC12)CCCCOC1=C(OC2=CC(=CC(=C2C1=O)OC)OC)C1=CC(=C(C(=C1)OC)OC)OC)=O)C 8-chloro-3-(4-((5,7-dimethoxy-4-oxo-2-(3,4,5-trimethoxyphenyl)-4H-chromen-3-yl)oxy)butyl)-6-methylquinazolin-4(3H)-one